O=C1N[C@H]2[C@@H](OC1)CCN(C2)C(=O)N2CC(C2)C2=CC=C(C=C2)C=2C(=CC=CC2)C#N 4'-(1-((4aR,8aS)-3-Oxooctahydro-2H-pyrido[4,3-b][1,4]oxazin-6-carbonyl)azetidin-3-yl)-[1,1'-biphenyl]-2-carbonitril